ClC1=CC2=C(C(NS2(=N)=O)=O)C=C1 6-chloro-1-imino-1,2-dihydro-3H-1λ4-benzo[d]isothiazol-3-one 1-oxide